CP(O)(=O)CCC methyl-n-propylphosphinic acid